C(C)(C)(C)NC(CN1CCN(CC1)C1=CC(=C2C(=N1)C(=CS2)C(=O)NC)C(F)(F)F)=O 5-(4-(2-(tert-butylamino)-2-oxoethyl)piperazin-1-yl)-N-methyl-7-(trifluoromethyl)thieno[3,2-b]pyridine-3-carboxamide